ethyl (R,Z)-4-((1R,3S,4R)-2-((3-chlorophenyl)-L-leucyl)-5,5-difluoro-2-azabicyclo[2.2.2]octane-3-carboxamido)-2-fluoro-5-((S)-2-oxopyrrolidin-3-yl)pent-2-enoate ClC=1C=C(C=CC1)N[C@@H](CC(C)C)C(=O)N1[C@H]2CC([C@@H]([C@H]1C(=O)N[C@@H](\C=C(\C(=O)OCC)/F)C[C@H]1C(NCC1)=O)CC2)(F)F